ClC1=NN2C(N=CC3=C2C(C[C@@H]3C(=O)NC=3C=NC(=C(C3)Cl)N3N=CC(=N3)C3COC3)(C)C)=C1 (S)-2-chloro-N-(5-chloro-6-(4-(oxetan-3-yl)-2H-1,2,3-triazol-2-yl)pyridin-3-yl)-8,8-dimethyl-7,8-dihydro-6H-cyclopenta[e]pyrazolo[1,5-a]pyrimidine-6-carboxamide